tri(p-tert-butylphenyl)silane C(C)(C)(C)C1=CC=C(C=C1)[SiH](C1=CC=C(C=C1)C(C)(C)C)C1=CC=C(C=C1)C(C)(C)C